rac-(3aR,6aS)-octahydropyrrolo[3,4-c]pyrrol-1-one hydrochloride Cl.C1(NC[C@@H]2[C@H]1CNC2)=O |r|